ClC1=CC(=C(C=C1)NS(=O)(=O)C1=CNC=2C=C3C(=CC12)OCO3)F N-(4-chloro-2-fluorophenyl)-5H-[1,3]dioxolo[4,5-f]indole-7-sulfonamide